trans-4-(4-hydroxymethylcyclohexyl)phenol OC[C@@H]1CC[C@H](CC1)C1=CC=C(C=C1)O